racemic-trans-2,2-dichloro-3-(3,5-dichlorophenyl)cyclopropane-1-carboxylic acid ClC1([C@H]([C@@H]1C1=CC(=CC(=C1)Cl)Cl)C(=O)O)Cl |r|